C(C)N(CCCNC(=O)C1=CC2=C(N3C(S2)=NC(=C3)C3=CC(=CC=C3)N3CCOCC3)C=C1)CC N-(3-(diethylamino)propyl)-2-(3-morpholinophenyl)benzo[d]imidazo[2,1-b]thiazole-7-carboxamide